3-formyl-2'-methyl-2-(trifluoromethyl)spiro[4,5-dihydrothieno[2,3-c]pyran-7,4'-piperidine]-1'-carboxylic acid tert-butyl ester C(C)(C)(C)OC(=O)N1C(CC2(CC1)OCCC1=C2SC(=C1C=O)C(F)(F)F)C